C1=NCN2C1=CNCC2 6,7-dihydroimidazo[1,5-a]pyrazin